P(=O)(OC1=CC=CC=C1)(OC1=CC=CC=C1)OCCl Diphenyl chloromethyl phosphate